tert-Butyl 3-[4-(2-aminoethyl)-3-fluorophenyl]-3,8-diazabicyclo[3.2.1]octane-8-carboxylate NCCC1=C(C=C(C=C1)N1CC2CCC(C1)N2C(=O)OC(C)(C)C)F